tantalum-platinum-ruthenium [Ru].[Pt].[Ta]